(1-(9-methyl-6-(4-(trifluoromethoxy)phenyl)-9H-purin-2-yl)azetidin-3-yl)carboxylic acid tert-butyl ester C(C)(C)(C)OC(=O)C1CN(C1)C1=NC(=C2N=CN(C2=N1)C)C1=CC=C(C=C1)OC(F)(F)F